C(#N)N1CCC(CC1)N1N=NC(=C1C)C1=CC=2N(C(=C1)OC1CCOC=3C1=NC=CC3)C(=CN2)C#N 7-[1-(1-Cyano-4-piperidyl)-5-methyl-triazol-4-yl]-5-(3,4-dihydro-2H-pyrano[3,2-b]pyridin-4-yloxy)imidazo[1,2-a]pyridine-3-carbonitrile